COC=1C=C2C=CC(=NC2=NC1)[C@@H](C(=O)O)C (S)-6-methoxy-alpha-methyl-2-naphthyridineacetic acid